FC(C1=NN=C(O1)C=1C=NC(=NC1)NC=1C=C(C2=C(N(C=N2)C(=O)NC)C1)C1=CC=CC=C1)F 6-((5-(5-(difluoromethyl)-1,3,4-oxadiazol-2-yl)pyrimidin-2-yl)amino)-N-methyl-4-phenyl-1H-benzo[d]imidazole-1-carboxamide